ethyl 2-[methyl(5-methyl-6-{[(2Z)-3-{[2-(trimethylsilyl)ethoxy]methyl}-2,3-dihydro-1,3-benzothiazol-2-ylidene]amino}pyridazin-3-yl)amino]-3-(piperidin-4-yl)-1,3-thiazole-4-carboxylate CN(C1SC=C(N1C1CCNCC1)C(=O)OCC)C=1N=NC(=C(C1)C)\N=C\1/SC2=C(N1COCC[Si](C)(C)C)C=CC=C2